3-(3-nitrooxy-propionyl)-benzoic acid 2-[4-(5,7-dimethoxy-4-oxo-3,4-dihydro-quinazolin-2-yl)-2,6-dimethyl-phenoxy]-ethyl ester COC1=C2C(NC(=NC2=CC(=C1)OC)C1=CC(=C(OCCOC(C2=CC(=CC=C2)C(CCO[N+](=O)[O-])=O)=O)C(=C1)C)C)=O